ClC=1C(=NC(=NC1)N[C@H]1[C@@H](CN(CC1)S(=O)(=O)C)O)C=1C=C(C2=C(N(C(=N2)CO)C(C(F)F)C)C1)F (3r,4r)-4-({5-chloro-4-[1-(1,1-difluoropropan-2-yl)-4-fluoro-2-(hydroxymethyl)-1H-benzimidazol-6-yl]pyrimidin-2-yl}amino)-1-(methylsulfonyl)piperidin-3-ol